(S)-8-(2-fluoro-4-(trifluoromethyl)phenyl)-2,3-dimethyl-6-(2-(2-methylpyridin-4-yl)morpholino)pyrimido[5,4-d]pyrimidin-4(3H)-one FC1=C(C=CC(=C1)C(F)(F)F)C1=NC(=NC2=C1N=C(N(C2=O)C)C)N2C[C@@H](OCC2)C2=CC(=NC=C2)C